tert-butyl (1R,5S,6S)-6-({[2-(trifluoromethyl)pyridin-3-yl]oxy}methyl)-3-azabicyclo[3.1.0]hexane-3-carboxylate FC(C1=NC=CC=C1OCC1[C@H]2CN(C[C@@H]12)C(=O)OC(C)(C)C)(F)F